CN(C(C(=O)C1=CC=C(C=C1)N1CCOCC1)(CC)CC1=CC=C(C=C1)C)C 2-dimethylamino-2-(4-methylbenzyl)-1-(4-morpholinophenyl)butan-1-one